C(C)(C)(C)C1=CC=C(C=C1)C1=NN=C(O1)NC1=CC=CC=C1 5-(4-(t-butyl)phenyl)-N-phenyl-1,3,4-oxadiazol-2-amine